C(C)(=O)O[C@@H]1[C@H](O[C@@H]([C@@H]([C@H]1OC(C)=O)OC(C)=O)CC(C)C)COC(C)=O (2R,3R,4R,5S,6R)-2-(acetoxymethyl)-6-isobutyltetrahydro-2H-pyran-3,4,5-tri-yl triacetate